(R)-N-(6-cyano-2,3-dihydro-1H-inden-1-yl)-2-(piperazin-1-yl)-benzo[d]thiazole-6-carboxamide C(#N)C1=CC=C2CC[C@H](C2=C1)NC(=O)C1=CC2=C(N=C(S2)N2CCNCC2)C=C1